2-(2,6-Dimethyl-4-((2-oxo-3-(4-(trifluoromethyl)phenyl)-2,3-dihydro-1H-imidazol-1-yl)methyl)phenoxy)-2-methylpropanoic acid CC1=C(OC(C(=O)O)(C)C)C(=CC(=C1)CN1C(N(C=C1)C1=CC=C(C=C1)C(F)(F)F)=O)C